C(C)C(C(=O)Cl)C(=O)Cl mono-ethyl-malonic chloride